2-(4-Fluorobenzyl)-5-(2-(3-methoxycinnolin-7-yl)-6-methylpyridin-3-yl)oxazol FC1=CC=C(CC=2OC(=CN2)C=2C(=NC(=CC2)C)C2=CC=C3C=C(N=NC3=C2)OC)C=C1